COCC1=CC=C(C=C1)NS(=O)(=O)C1=C(C=CC=C1)[N+](=O)[O-] N-[4-(methoxymethyl)phenyl]-2-nitro-benzenesulfonamide